CNC1=CC=C(C=N1)/C=C/C=C/C=1SC2=C(N1)C=C(C(=C2)O)O 2-((1E,3E)-4-(6-(methylamino)pyridine-3-yl)buta-1,3-dienyl)benz[d]thiazole-5,6-diol